2-hydroxy-1-{4-[2-(2-hydroxyethoxy)ethoxy]phenyl}-2-methylpropan-1-one OC(C(=O)C1=CC=C(C=C1)OCCOCCO)(C)C